2,5-dioxopyrrolidin-1-yl 1-(2,5-dioxo-2,5-dihydro-1H-pyrrol-1-yl)-3-oxo-7,10,13,16-tetraoxa-4-azanonadecan-19-oate O=C1N(C(C=C1)=O)CCC(NCCOCCOCCOCCOCCC(=O)ON1C(CCC1=O)=O)=O